C1(=CC=CC=C1)N1CSC2=C(C1=O)C=CC=C2 N-phenyl-2,3-dihydro-4H-1,3-benzothiazin-4-one